BrC=1C=C2C(N(C(=NN2C1)OC)CCNCC(=O)OC(C)(C)C)=O tert-butyl (2-(6-bromo-2-methoxy-4-oxopyrrolo[2,1-f][1,2,4]triazin-3(4H)-yl)ethyl)glycinate